ClC1=CC=C(OC=2N=CC(=C3C=CC=NC23)CNC(C=C)=O)C=C1 N-[{8-(4-chlorophenoxy)-1,7-naphthyridin-5-yl}methyl]acrylamide